ClC=1C=C2C(=NC=NC2=C(C1C1=CC(=CC2=CC=CC=C12)O)F)N1CCN(CC1)C(\C=C\CN(C)C)=O (E)-1-(4-(6-chloro-8-fluoro-7-(3-hydroxy-naphthalen-1-yl)quinazolin-4-yl)piperazin-1-yl)-4-(dimethyl-amino)but-2-en-1-one